FC12CC(C1)(C2)CN2CCC(CC2)C=2C=C1CN(C(C1=CC2)=O)C2C(NC(CC2)=O)=O 3-(5-(1-((3-fluorobicyclo[1.1.1]pentan-1-yl)methyl)piperidin-4-yl)-1-oxoisoindolin-2-yl)piperidine-2,6-dione